O1C2=C(N(CC1C(=O)OCC)C(=O)OC(C)(C)C)N=CC=C2 4-(tert-butyl) 2-ethyl 2,3-dihydro-4H-pyrido[3,2-b][1,4]oxazine-2,4-dicarboxylate